Cl.NC=1C=C(C=CC1)O m-aminophenol HCl